1-[2-(4-piperazin-1-yl-phenylamino)-pyrimidin-4-yl]-1H-indole-3-carboxylic acid methylamide CNC(=O)C1=CN(C2=CC=CC=C12)C1=NC(=NC=C1)NC1=CC=C(C=C1)N1CCNCC1